O1CCNC2=C1C=CC(=C2)C(C=O)O 2-(3,4-dihydro-2H-1,4-benzoxazin-6-yl)-2-hydroxyethan-1-one